2-amino-3-(4-hydroxypyrimidin-2-yl)propanoic acid NC(C(=O)O)CC1=NC=CC(=N1)O